2-(3,5-Dicyano-4-ethyl-6-((2-hydroxyethyl)(methyl)amino)pyridin-2-ylthio)-2-phenylacetamide C(#N)C=1C(=NC(=C(C1CC)C#N)N(C)CCO)SC(C(=O)N)C1=CC=CC=C1